CC1=C(CNC(CCl)=O)C(=C(C(=C1C)O)CNC(CCl)=O)C N-(2,3,6-trimethyl-4-hydroxy-5-chloroacetamidomethylbenzyl)chloroacetamide